OC1C(C2CCC1(C2(C)C)C)N(S(=O)(=O)C2=CC=CC=C2)C2=CC=CC=C2 N-(3-hydroxy-4,7,7-trimethylbicyclo[2.2.1]heptan-2-yl)-N-phenylbenzenesulfonamide